6-(dimethylamino)-1-methoxy-9,10-diphenylacridine CN(C=1C=C2N(C=3C=CC=C(C3C(C2=CC1)C1=CC=CC=C1)OC)C1=CC=CC=C1)C